O=C1NC(CCC1N1C(C2=CC=C(C=C2C1=O)N1CCC2(CN(C2)CC(=O)O)CC1)=O)=O 2-[7-[2-(2,6-dioxo-3-piperidyl)-1,3-dioxo-isoindolin-5-yl]-2,7-diazaspiro[3.5]non-2-yl]acetic acid